(hydroxymethyl)-3-methyloxolane OCC1OCCC1C